4-(1,7-naphthyridin-6-yl)benzamide N1=CC=CC2=CC(=NC=C12)C1=CC=C(C(=O)N)C=C1